ClC1=C(N=C(S1)C#C[Si](C)(C)C)C(=O)O 5-Chloro-2-((trimethylsilyl)ethynyl)thiazole-4-carboxylic acid